CC(CCCC)N 2-hexylamine